C1(CCC1)N1C(=NC2=C1C=C(C=C2F)O)NC(CC(C(F)(F)F)(C)C)=O N-(1-cyclobutyl-4-fluoro-6-hydroxy-1H-benzo[d]imidazol-2-yl)-4,4,4-trifluoro-3,3-dimethylbutanamide